N-(2',5'-dihydroxyphenyl)-2-methylpyridinium chloride [Cl-].OC1=C(C=C(C=C1)O)[N+]1=C(C=CC=C1)C